O=C1N(C=CC2=CC=C(C=C12)B1OC(C(O1)(C)C)(C)C)C1C(NC(CC1)=O)=O 3-[1-oxo-7-(4,4,5,5-tetramethyl-1,3,2-dioxaborolan-2-yl)-2-isoquinolyl]piperidine-2,6-dione